C(C)(C)C1=CC=C(C=C1)CNC(=O)CCCC(=O)O 4-[[(4-isopropylphenyl)methyl]carbamoyl]butyric acid